CC1=NNC(=C1C(=O)N1CCC2(C(C2)CNC(=O)N2CC=3C=NC=CC3C2)CC1)C N-[[6-(3,5-dimethyl-1H-pyrazole-4-carbonyl)-6-azaspiro[2.5]octan-2-yl]methyl]-1,3-dihydropyrrolo[3,4-c]pyridine-2-carboxamide